(2S,4S)-2-(hydroxymethyl)-4-(methylsulfonyl)pyrrolidine-1-carboxylic acid tert-butyl ester C(C)(C)(C)OC(=O)N1[C@@H](C[C@@H](C1)S(=O)(=O)C)CO